2,2-dimethyl-3-phenoxypropanoic acid CC(C(=O)O)(COC1=CC=CC=C1)C